2-methyl-5-(piperidin-3-yl)-1,3,4-thiadiazole hydrochloride Cl.CC=1SC(=NN1)C1CNCCC1